(R)-1-((3aR,4S,6R,6aR)-6-(4-amino-7H-pyrrolo[2,3-d]pyrimidin-7-yl)-2,2-dimethyltetrahydrofurano[3,4-d][1,3]dioxol-4-yl)-1-(bicyclo[4.2.0]oct-1,3,5-trien-3-yl)ethan-1-ol NC=1C2=C(N=CN1)N(C=C2)[C@@H]2O[C@@H]([C@@H]1[C@H]2OC(O1)(C)C)[C@](C)(O)C=1C=C2CCC2=CC1